N(C(=N)N)C(C(=O)O)C 2-GUANIDINO-PROPIONIC ACID